IC=1N=NC2=C(C=C(C=C2C1)C(=O)OC)OC methyl 3-iodo-8-methoxycinnoline-6-carboxylate